NC1CCC(CC1)CN(C(OCC1=CC=CC=C1)=O)C Benzyl (((1s,4s)-4-aminocyclohexyl)methyl)(methyl)carbamate